5-trifluoromethanesulfonyl-oxy-3,6-dihydro-2H-pyridine-1,4-dicarboxylic acid 1-tert-butyl 4-ethyl ester C(C)OC(=O)C=1CCN(CC1OS(=O)(=O)C(F)(F)F)C(=O)OC(C)(C)C